C(C)(C)(C)OC(=O)N[C@H](C(=O)N[C@@H](CC1=CC=C(C=C1)NS(O)(=O)=O)C=1SC=C(N1)CC)CC1=CC=CC=C1 4-{(S)-2-[(S)-2-(tert-Butoxycarbonylamino)-3-phenylpropanamido]-2-(4-ethylthiazol-2-yl)ethyl}phenylsulfamic acid